FC1=CC=C(C=C1)C=1NC(=CC1C1CC(C1)C(=O)N[C@H]1C(NC[C@@H]1O)=O)C1=CC=C(C=C1)F 3-(2,5-bis(4-fluorophenyl)-1H-pyrrol-3-yl)-N-((3R,4S)-4-hydroxy-2-oxopyrrolidin-3-yl)cyclobutane-1-carboxamide